OC1=C(C=CC(=C1)OCCCCCCCC)C1=NC(=NC(=N1)C1=C(C=CC=C1)C)C1=C(C=CC=C1)C 2-(2-hydroxy-4-octyloxyphenyl)-4,6-bis(2-methylphenyl)-1,3,5-triazine